ethyl 9-[3-(tert-butoxycarbonylamino) cyclobutyl]-1,9-diazatricyclo[6.3.1.04,12]dodeca-2,4,6,8(12)-tetraene-2-carboxylate C(C)(C)(C)OC(=O)NC1CC(C1)N1C=2C=CC=C3C=C(N(CC1)C32)C(=O)OCC